N-(4-hydroxyphenyl)-1,2-dimethylpyrrole-3-carboxamide OC1=CC=C(C=C1)NC(=O)C1=C(N(C=C1)C)C